6-bromo-2,4-dihydroxy-3-isopropylbenzaldehyde BrC1=CC(=C(C(=C1C=O)O)C(C)C)O